4-[7-fluoro-2-(oxan-2-yl)indazol-4-yl]-2-[(4-methoxyphenyl)methoxy]-6-[2-(trifluoromethoxy)ethoxy]-1,7-phenanthroline-3-amine FC1=CC=C(C2=CN(N=C12)C1OCCCC1)C1=C(C(=NC2=C3C=CC=NC3=C(C=C12)OCCOC(F)(F)F)OCC1=CC=C(C=C1)OC)N